1-(3-fluorophenyl)adamantan-2-ol FC=1C=C(C=CC1)C12C(C3CC(CC(C1)C3)C2)O